BrC1=C(C=C2C(=NC(=NC2=C1F)Cl)N1C2CN(C(C1)C2)C(=O)OC(C)(C)C)Cl tert-butyl 5-(7-bromo-2,6-dichloro-8-fluoro-quinazolin-4-yl)-2,5-diazabicyclo[2.2.1]heptane-2-carboxylate